N-(2-methylthiazol-5-yl)acetamide CC=1SC(=CN1)NC(C)=O